C(N)(O[C@@]1(C(CCC2=CC(=CC=C12)C1=CC(=C(C(=C1)C)OC(C)C)C)(C)C)[C@@H]1CN2CCC1CC2)=O (S)-quinuclidin-3-yl((R)-6-(4-isopropoxy-3,5-dimethylphenyl)-2,2-dimethyl-1,2,3,4-tetrahydronaphthalen-1-yl) carbamate